ClC=1C=CC(=C(C(=O)O)C1)N\C=C/[N+](=O)[O-] cis-5-chloro-2-(2-nitrovinylamino)benzoic acid